C(C)(C)(C)OC(=O)N1[C@@H](C[C@@H](CC1)CC1CC1)C1=CC=CC=C1 |r| Rac-(2s,4r)-4-(cyclopropylmethyl)-2-phenyl-piperidine-1-carboxylic acid tert-butyl ester